N-((1R,2R,4S)-7-cyano-7-azabicyclo[2.2.1]heptan-2-yl)-1-(4-methyl-2-pyridinyl)-1H-pyrrolo[2,3-b]pyridine-5-carboxamide C(#N)N1[C@H]2[C@@H](C[C@@H]1CC2)NC(=O)C=2C=C1C(=NC2)N(C=C1)C1=NC=CC(=C1)C